1-(6-hepten-1-yl)ethyl methacrylate C(C(=C)C)(=O)OC(C)CCCCCC=C